ClC1=NC(=CC(=C1)N1[C@@H](COCC1)C)SC (R)-4-(2-chloro-6-(methylthio)pyridin-4-yl)-3-methylmorpholine